NC=1C=C(C=CC1C)C1=CN(C(C2=CC=CC=C12)=O)C 4-(3-Amino-4-methyl-phenyl)-2-methyl-2H-isoquinolin-1-one